O=C(CCCCC1=NNC(C=2CCCCC12)=O)N1CCN(CC1)C1=NC=C(C=N1)C(F)(F)F 4-[5-oxo-5-[4-[5-(trifluoromethyl)pyrimidin-2-yl]piperazin-1-yl]pentyl]-5,6,7,8-tetrahydro-2H-phthalazin-1-one